N-ethyl-N'-(3-(2-fluorobenzyl)-2,5-dimethylphenyl)-N-methylformamidine C(C)N(C=NC1=C(C(=CC(=C1)C)CC1=C(C=CC=C1)F)C)C